N-(3,3-difluorocyclobutyl)-6-((6-(2-fluoro-6-methoxyphenyl)-5-nitropyridin-2-yl)amino)-4-((S)-3-hydroxypiperidin-1-yl)nicotinamide FC1(CC(C1)NC(C1=CN=C(C=C1N1C[C@H](CCC1)O)NC1=NC(=C(C=C1)[N+](=O)[O-])C1=C(C=CC=C1OC)F)=O)F